O.P(=O)(O)([O-])[O-].[Na+].[Na+] di-sodium hydrogen phosphate monohydrate